propyl-pyridinium sulfate S(=O)(=O)([O-])[O-].C(CC)[N+]1=CC=CC=C1.C(CC)[N+]1=CC=CC=C1